FC=1C=C(C=CC1OC)C1=CN=C2N1C=CN=C2NC2=CC=C(C=C2)N2C(CCC2)=O 1-(4-((3-(3-fluoro-4-methoxyphenyl)imidazo[1,2-a]pyrazin-8-yl)amino)phenyl)pyrrolidin-2-one